4-(6-chloropyridin-2-yl)-5,6-dihydro-1,2,4-triazine-1(4H)-carbaldehyde ClC1=CC=CC(=N1)N1C=NN(CC1)C=O